3-chloro-8-fluoro-6H-isochromeno[3,4-d]pyrimidine ClC1=NC=C2C(=N1)OCC=1C=C(C=CC12)F